N-(6,6-dimethyloxacyclohexan-3-yl)-1-(2-methoxy-4-methylphenyl)pyrido[3,4-d]pyridazin-4-amine CC1(CCC(CO1)NC=1N=NC(=C2C1C=NC=C2)C2=C(C=C(C=C2)C)OC)C